3-(isopentyloxy)-5-methoxy-1-phenyl-1H-benzo[g]indazole C(CC(C)C)OC1=NN(C2=C3C(=C(C=C12)OC)C=CC=C3)C3=CC=CC=C3